CC=1C(=NC=C(C1)C)OC1CCC2(CN(C2)C(=O)OC(C)(C)C)CC1 tert-butyl 7-((3,5-dimethylpyridin-2-yl)oxy)-2-azaspiro[3.5]nonane-2-carboxylate